piperidine-4-carboxylic acid-lithium salt [Li+].N1CCC(CC1)C(=O)[O-]